N-[5-(2,2-difluoroethoxy)-4,6-dimethoxy-pyrimidin-2-yl]-7-(2-pyrimidyl)-1H-indole-3-sulfonamide FC(COC=1C(=NC(=NC1OC)NS(=O)(=O)C1=CNC2=C(C=CC=C12)C1=NC=CC=N1)OC)F